ClC=1C=CC2=C(N=C(O2)C2CC3(CC(C3)NC(=O)C=3OC(=CC3)S(=O)(=O)C)C2)C1 N-[6-(5-Chloro-1,3-benzoxazol-2-yl)spiro[3.3]heptan-2-yl]-5-methylsulfonyl-furan-2-carboxamide